8-chloro-5-ethyl-6-fluoro-1-(tetrahydro-2H-pyran-2-yl)-1H-benzo[f]indazol-4-ol ClC1=CC(=C(C2=C(C=3C=NN(C3C=C21)C2OCCCC2)O)CC)F